5-hydroxy-2-naphthalenealdehyde OC1=C2C=CC(=CC2=CC=C1)C=O